(S)-6-methyl-5-((1-methyl-6-(pyrimidin-5-ylamino)-1H-pyrazolo[3,4-d]pyrimidin-3-yl)amino)-N-(2-(3-methylpyrrolidin-1-yl)ethyl)nicotinamide CC1=NC=C(C(=O)NCCN2C[C@H](CC2)C)C=C1NC1=NN(C2=NC(=NC=C21)NC=2C=NC=NC2)C